[Si](C)(C)(C(C)(C)C)OCCCOC1=NN(C=C1[N+](=O)[O-])C=1C(=NC=C(C1)C)C 3-(3-(3-((tert-butyldimethylsilyl)oxy)propoxy)-4-nitro-1H-pyrazol-1-yl)-2,5-dimethylpyridine